Indole-2,3,6-tricarboxylic acid N1C(=C(C2=CC=C(C=C12)C(=O)O)C(=O)O)C(=O)O